O[C@@H]1C[C@H](N(C1)C([C@H](C(C)(C)C)N)=O)C(=O)N[C@@H](CO)C1=CC=C(C=C1)C1=C(C=CC=C1)Cl (2S,4R)-4-hydroxy-1-[(2S)-2-amino-3,3-dimethylbutyryl]-N-[(R)-1-[4-(2-chlorophenyl)phenyl]-2-hydroxy-ethyl]pyrrolidine-2-carboxamide